tert-butyl (3S,5S)-3,5-dimethyl-4-(pyridazin-3-ylmethyl)piperazine-1-carboxylate C[C@H]1CN(C[C@@H](N1CC=1N=NC=CC1)C)C(=O)OC(C)(C)C